CC(C(C)=S)=S butanediothion